FC=1C(=C(C=CC1)C=1CCCC2=C(C1C1=CC=C(C=C1)CC1CN(C1)CCCF)C=CC=C2)OC 8-(3-Fluoro-2-methoxyphenyl)-9-(4-((1-(3-fluoropropyl)azetidin-3-yl)methyl)phenyl)-6,7-dihydro-5H-benzo[7]annulen